phenyl(dimethylindenopyridineyl)(phenyldibenzoselenophenyl)triazine C1(=CC=CC=C1)C1=C(C(=NN=N1)C1=C(C=CC=2[Se]C3=C(C21)C=CC=C3)C3=CC=CC=C3)C3=NC2=C(C(=C3C)C)C=3C=CC=CC3C2